5-((1H-pyrazolo[3,4-d]pyrimidin-4-yl)amino)-4-methoxyisoindolin-1-one N1N=CC=2C1=NC=NC2NC=2C(=C1CNC(C1=CC2)=O)OC